7-((5-chloro-2-((2-methoxy-6-(4-methylpiperazin-1-yl)pyridin-3-yl)amino)pyrimidin-4-yl)amino)isoindolin-1-one ClC=1C(=NC(=NC1)NC=1C(=NC(=CC1)N1CCN(CC1)C)OC)NC=1C=CC=C2CNC(C12)=O